C1(CC1)N1C([C@H]2COC[C@@H](C1)N2C(=O)OCC2=CC=CC=C2)=O benzyl (1R,5R)-7-cyclopropyl-6-oxo-3-oxa-7,9-diazabicyclo[3.3.1]nonane-9-carboxylate